NC1=NC2=CC(=CC=C2C=C1C(F)F)CC[C@@H]1S[C@H]([C@@H]([C@@H]1O)O)N1C=CC2=C1N=CN=C2C (2S,3S,4R,5R)-2-(2-(2-amino-3-(difluoromethyl)quinolin-7-yl)ethyl)-5-(4-methyl-7H-pyrrolo[2,3-d]pyrimidin-7-yl)tetrahydrothiophene-3,4-diol